C(C)OC(CN1N=C(C=2C1=NC=CC2C2=C(C=C1C=NN(C1=C2)C)F)C2CCN(CC2)C(=O)OC(C)(C)C)=O tert-butyl 4-[1-(2-ethoxy-2-oxoethyl)-4-(5-fluoro-1-methylindazol-6-yl)pyrazolo[3,4-b]pyridin-3-yl]piperidine-1-carboxylate